6,11-dioxo-3,4-dihydro-1H-naphthacene O=C1C=2C=C3CCCCC3=CC2C(C2=CC=CC=C12)=O